N-(3-chloro-5-(methylsulfonamido)phenyl)-4-(5-(trifluoromethyl)pyrimidin-2-yl)thiophene-2-carboxamide ClC=1C=C(C=C(C1)NS(=O)(=O)C)NC(=O)C=1SC=C(C1)C1=NC=C(C=N1)C(F)(F)F